3-chloro-N-(5,6-difluoro-1H-indol-3-yl)-4-(trifluoro-methoxy)benzamide ClC=1C=C(C(=O)NC2=CNC3=CC(=C(C=C23)F)F)C=CC1OC(F)(F)F